ClC1=C(C(=C(C=C1OC)OC)Cl)C=1N=C(C2=C(N1)C=NC(=C2)N[C@@H]2COCC[C@@H]2NC(C=C)=O)NC2COCC2 N-((3S,4S)-3-((2-(2,6-dichloro-3,5-dimethoxyphenyl)-4-((tetrahydrofuran-3-yl)amino)pyrido[3,4-d]pyrimidin-6-yl)amino)tetrahydro-2H-pyran-4-yl)acrylamide